C(C)O[Si](OCC)(OCC)CN (triethoxysilyl)methane-1-amine